CN(CCC[SiH2]C(OCC)OCC)C 3-dimethylaminopropyl-(diethoxy)methylsilane